1,4-dimethyl-N-((3-methyl-2-(tetrahydro-2H-pyran-4-yl)-1H-indol-5-yl)methyl)-1H-pyrazole-5-carboxamide CN1N=CC(=C1C(=O)NCC=1C=C2C(=C(NC2=CC1)C1CCOCC1)C)C